1-methyl-1,3-bis(4-hydroxyphenyl)-3-isopropylcyclohexane CC1(CC(CCC1)(C(C)C)C1=CC=C(C=C1)O)C1=CC=C(C=C1)O